N-[6-chloro-5-(1-hydroxy-2-methoxy-ethyl)pyridazin-3-yl]-2,2-dimethyl-propionamide ClC1=C(C=C(N=N1)NC(C(C)(C)C)=O)C(COC)O